FC1([C@@]2(C1)CN1C(CO2)=C(C(=N1)C1=NC=C(C=C1)F)C1=C2C(=NC=C1)NN=C2)F (R)-1',1'-Difluoro-2-(5-fluoro-2-pyridyl)-3-(1H-pyrazolo[3,4-b]pyridin-4-yl)spiro[4,7-dihydropyrazolo[5,1-c][1,4]oxazine-6,2'-cyclopropane]